3-(3-(1H-pyrrolo[2,3-b]pyridin-5-yl)phenyl)-N-(2,5-difluorophenyl)acrylamide N1C=CC=2C1=NC=C(C2)C=2C=C(C=CC2)C=CC(=O)NC2=C(C=CC(=C2)F)F